C(C)(=O)N1CCC(CC1)NC1=NC(=CC(=C1)C(=O)OC(C)(C)C)N(C)C1CCC1 tert-Butyl 2-[(1-acetyl-4-piperidyl)amino]-6-[cyclobutyl(methyl)amino]pyridine-4-carboxylate